(1S)-4-chloro-1'-methyl-4'-oxo-spiro[indan-1,6'-piperidine]-3'-carboxylic acid ethyl ester C(C)OC(=O)C1CN([C@]2(CC1=O)CCC1=C(C=CC=C12)Cl)C